ClC=1C=C(C=CC1OCC1=NC=CC=C1)NC1=NC=NC2=CC(=C(C=C12)N)C#C[C@]1(CN(CC1)C)C (S)-N4-(3-chloro-4-(pyridin-2-ylmethoxy)phenyl)-7-((1,3-dimethylpyrrolidin-3-yl)ethynyl)quinazoline-4,6-diamine